C(C)(C)(C)OC(=O)NC=1C(=NC=C(N1)C1=C(C(=CC=C1)Cl)Cl)C(=O)O ((tert-butoxycarbonyl)amino)-5-(2,3-dichlorophenyl)pyrazine-2-carboxylic acid